F[Sb-](F)(F)(F)(F)F.C(CCCCCCCCCCC)C1=C(C=CC=C1)[I+]C1=C(C=CC=C1)CCCCCCCCCCCC bis-(dodecylphenyl)-iodonium hexafluoroantimonate